ClC=1C=C(C=CC1C(=O)N1CCNCC1)NC(=O)C1=NC=C(N1C)C1=CC=C(C=C1)C=1C(=NN(C1)CC(=O)OC(C)(C)C)C tert-butyl 2-[4-[4-[2-[[3-chloro-4-(piperazine-1-carbonyl) phenyl] carbamoyl]-3-methyl-imidazol-4-yl]phenyl]-3-methyl-pyrazol-1-yl]acetate